6-[4-[(3S)-3-(5-Cyano-3-pyridyl)isoxazolidine-2-carbonyl]-1-piperidyl]-5-fluoro-pyrimidine-4-carboxamide C(#N)C=1C=C(C=NC1)[C@H]1N(OCC1)C(=O)C1CCN(CC1)C1=C(C(=NC=N1)C(=O)N)F